Cl.FC=1C=C2C(=NN(C2=CC1C1(CCNCC1)O)C)N1C(NC(CC1)=O)=O 1-(5-Fluoro-6-(4-hydroxypiperidin-4-yl)-1-methyl-1H-indazol-3-yl)dihydropyrimidine-2,4(1H,3H)-dione hydrochloride